N-[2-(1-benzylpiperidin-4-yl)ethyl]-1-[4-cyano-3-(trifluoromethoxy)phenyl]piperidine-4-carboxamide C(C1=CC=CC=C1)N1CCC(CC1)CCNC(=O)C1CCN(CC1)C1=CC(=C(C=C1)C#N)OC(F)(F)F